4-chloro-2-(4-iodo-1-methyl-1H-pyrazol-5-yl)-1-naphthalen-carbonitrile ClC1=CC(=C(C2=CC=CC=C12)C#N)C1=C(C=NN1C)I